C(C)(C)(C)NS(=O)(=O)C=1SC(=CC1)C(N1C(C2=CC=CC=C2C1=O)=O)C1CC1 N-(tert-butyl)-5-(cyclopropyl(1,3-dioxoisoindolin-2-yl)methyl)thiophene-2-sulfonamide